OCCNC(O[C@@H]1CC[C@H](CC1)C(N(C1=CC(=CC=C1)C=1C=NN(C1)C1CC1)C[C@@H]1CC[C@H](CC1)C1=NC(=C(C=C1)OC)C#N)=O)=O trans-4-(((trans-4-(6-Cyano-5-methoxypyridin-yl)cyclohexyl)methyl)(3-(1-cyclopropyl-1H-pyrazol-4-yl)phenyl)carbamoyl)cyclohexyl (2-hydroxyethyl)carbamate